((4-((4-cyanophenyl)amino)quinazolin-2-yl)thio)propanoic acid C(#N)C1=CC=C(C=C1)NC1=NC(=NC2=CC=CC=C12)SC(C(=O)O)C